4-(2-(5-methylthiophen-2-yl)imidazo[4,5-d]pyrrolo[2,3-b]pyridin-1(6H)-yl)-1H-pyrazol-1-ylbutanenitrile CC1=CC=C(S1)C1=NC=2C(=C3C(=NC2)NC=C3)N1C=1C=NN(C1)C(C#N)CC